S1C(=CC2=C1C=CC=C2)C(CBr)=O 1-(1-benzothien-2-yl)-2-bromoethanone